3-hexadecylglycero-1-phospho-glycerol C(CCCCCCCCCCCCCCC)OCC(COP(=O)(O)OCC(O)CO)O